CC1=CC(=NN1)NC1=NC(=C2C=CC=NC2=C1)NC1C[C@H]2CC[C@@H](C1)N2CCC#N 3-((1R,3S,5S)-3-((7-((5-methyl-1H-pyrazol-3-yl)amino)-1,6-naphthyridin-5-yl)amino)-8-azabicyclo[3.2.1]oct-8-yl)propionitrile